7-methyl-5,6,7,8,9,10-hexahydropyrido[3',2':4,5]pyrrolo[2,3-d]azepine CN1CCC2=C(CC1)C1=C(N2)N=CC=C1